(3R)-4-amino-3-methyl-N-((2S)-3,3,3-trifluoro-2-hydroxypropyl)-N-((5-(trifluoromethyl)-2-pyridinyl)methyl)-1,3-dihydrofuro[3,4-c]quinoline-8-carboxamide NC1=NC=2C=CC(=CC2C2=C1[C@H](OC2)C)C(=O)N(CC2=NC=C(C=C2)C(F)(F)F)C[C@@H](C(F)(F)F)O